Manganese (IV) Oxide [O-2].[Mn+4].[O-2]